4-(3-methoxypyrrolidin-1-yl)cyclobut-3-ene-1,2-dione COC1CN(CC1)C1=CC(C1=O)=O